2-Amino-4-[1-[(1R,4R)-2,5-diazabicyclo[2.2.1]heptan-2-yl]-5-methyl-7,9-dihydrofuro[3,4-f]quinazolin-6-yl]-7-fluoro-benzothiophene-3-carbonitrile NC=1SC2=C(C1C#N)C(=CC=C2F)C=2C1=C(C=3C(=NC=NC3C2C)N2[C@H]3CN[C@@H](C2)C3)COC1